ONC([C@H](C(C)(C)NC(OC(C)(C)C)=O)NC(C1=CC=C(C=C1)C#CC1=CC=C(C=C1)CNCC1=CC=NC=C1)=O)=O tert-butyl (S)-(4-(hydroxyamino)-2-methyl-4-oxo-3-(4-((4-(((pyridin-4-ylmethyl)amino)methyl)phenyl)ethynyl)benzamido)butan-2-yl)carbamate